nickel diborate B([O-])([O-])OB([O-])[O-].[Ni+2].[Ni+2]